FC=1C(=NC=C(C1)F)C1CC2(C1)CCNCC2 2-(3,5-Difluoropyridin-2-yl)-7-azaspiro[3.5]nonane